1-chloropropionone ClCCC(=O)CC